6-phenyl-2-(4-aminophenyl)benzoxazole C1(=CC=CC=C1)C1=CC2=C(N=C(O2)C2=CC=C(C=C2)N)C=C1